N(=[N+]=[N-])[C@@]1(C(=O)O[C@@H]([C@@H]1O)[C@H](O)CO)O azidoglucono-1,4-lactone